C(CCCCCCCCC)O.[Na] sodium decanol